ethyl 3-(3-(4-chloro-3,5-dimethylphenoxy)propyl)-7-(1,3,5-trimethyl-1H-pyrazol-4-yl)-1H-indole-2-carboxylate ClC1=C(C=C(OCCCC2=C(NC3=C(C=CC=C23)C=2C(=NN(C2C)C)C)C(=O)OCC)C=C1C)C